tert-butyl 4-[[1-[3-(2,6-dibenzyloxy-3-pyridyl)-1-methyl-indazol-6-yl]-4-piperidyl]methyl]piperidine-1-carboxylate C(C1=CC=CC=C1)OC1=NC(=CC=C1C1=NN(C2=CC(=CC=C12)N1CCC(CC1)CC1CCN(CC1)C(=O)OC(C)(C)C)C)OCC1=CC=CC=C1